(2-(5-cyclopropyl-3-(2-trifluoromethoxyphenyl)isoxazol-4-yl)vinyl)bicyclo[2.2.2]octane-1-carboxylic acid methyl ester COC(=O)C12C(CC(CC1)CC2)C=CC=2C(=NOC2C2CC2)C2=C(C=CC=C2)OC(F)(F)F